4-bromo-2-(4-chlorophenyl)-1-ethoxymethyl-5-(trifluoromethyl)pyrrole-3-nitrile BrC=1C(=C(N(C1C(F)(F)F)COCC)C1=CC=C(C=C1)Cl)C#N